lithium bis(t-butyldimethylsilyl) phosphate P(=O)(O[Si](C)(C)C(C)(C)C)(O[Si](C)(C)C(C)(C)C)[O-].[Li+]